C1(CC1)C1=CC=C2C=NN(C2=C1NS(=O)(=O)C=1C=NN(C1)C1=NC=CC(=C1)C(F)(F)F)C N-(6-CYCLOPROPYL-1-METHYL-1H-INDAZOL-7-YL)-1-(4-(TRIFLUOROMETHYL)PYRIDIN-2-YL)-1H-PYRAZOLE-4-SULFONAMIDE